BrC1=C2CCC(C2=CC=C1)NC1=C(C(=C(C=O)C=C1Cl)OC)F 4-((4-bromo-2,3-dihydro-1H-inden-1-yl)amino)-5-chloro-3-fluoro-2-methoxybenzaldehyde